(R)-N-(4-cyclohexylbenzyl)-N-(4-(hydroxycarbamoyl)phenyl)-1-((perfluorophenyl)sulfonyl)azetidine-2-carboxamide C1(CCCCC1)C1=CC=C(CN(C(=O)[C@@H]2N(CC2)S(=O)(=O)C2=C(C(=C(C(=C2F)F)F)F)F)C2=CC=C(C=C2)C(NO)=O)C=C1